1-(1-cyclopropyl-1H-pyrazol-4-yl)-6-(4-(3-methyloxetan-3-yl)piperazin-1-yl)-1H-indazole-5-carbaldehyde C1(CC1)N1N=CC(=C1)N1N=CC2=CC(=C(C=C12)N1CCN(CC1)C1(COC1)C)C=O